NCCCC1=C2C(N(C=3N(C2=CC(=C1)I)N=NC3S(=O)(=O)[SiH](O[Si](C)(C)C)C)CCCN)=O bis(γ-aminopropyl)tetramethyldisiloxanesulfonyl-8-iodo-4H-triazolo[1,5-a]quinazolin-5-one